((2R)-1-oxo-1-((3-oxo-4-(trifluoromethyl)-3,5,6,7-tetrahydro-2H-cyclopenta[c]pyridazin-7-yl)amino)propan-2-yl)carbamic acid tert-butyl ester C(C)(C)(C)OC(N[C@@H](C(NC1CCC=2C1=NNC(C2C(F)(F)F)=O)=O)C)=O